BrC1=CC(=NC=C1)C1(CN(C1)C)O 3-(4-bromo-2-pyridyl)-1-methyl-azetidin-3-ol